2-chloro-N-(naphthalen-2-yl)-5-(trifluoromethyl)pyrimidin-4-amine ClC1=NC=C(C(=N1)NC1=CC2=CC=CC=C2C=C1)C(F)(F)F